2-amino-6-borono-2-(8-(3,4-difluorobenzyl)-8-azabicyclo[3.2.1]octan-3-yl)hexanoic acid NC(C(=O)O)(CCCCB(O)O)C1CC2CCC(C1)N2CC2=CC(=C(C=C2)F)F